IC1=CC(=NN1C1=NC=CC=N1)OC (5-iodo-3-methoxy-pyrazol-1-yl)pyrimidine